ClC1=C(OCC=2C(=NC=CC2)C(=O)O)C=CC(=C1)C(F)(F)F ((2-chloro-4-(trifluoromethyl)phenoxy)methyl)picolinic acid